N-(2-fluoro-4-(6-methyl-3,6-diazabicyclo[3.1.1]heptan-3-yl)phenyl)-2-(5-(4-fluorophenyl)-3-isopropylisoxazol-4-yl)thiazole-4-carboxamide FC1=C(C=CC(=C1)N1CC2N(C(C1)C2)C)NC(=O)C=2N=C(SC2)C=2C(=NOC2C2=CC=C(C=C2)F)C(C)C